2-methyl-7-[2-methyl-4-(4,4,5,5-tetramethyl-1,3,2-dioxaborolan-2-yl)phenyl]-2H,5H,6H,7H,8H-pyrazolo[3,4-f][1,4]oxazepin CN1N=C2CN(CCOC2=C1)C1=C(C=C(C=C1)B1OC(C(O1)(C)C)(C)C)C